C(C1=CC=CC=C1)OCC1C(C1)(C(=O)O)C(=O)OCC 2-(benzyloxymethyl)-1-ethoxycarbonyl-cyclopropanecarboxylic acid